O1COC2=C1C=CC(=C2)N(C(=O)C=2C=C(C=CC2)N2N=C(C(=C2OC2=CC=C(C(=O)OC(C)(C)C)C=C2)C#N)C(F)(F)F)C tert-butyl 4-[2-[3-[1,3-benzodioxol-5-yl(methyl)carbamoyl]phenyl]-4-cyano-5-(trifluoromethyl)pyrazol-3-yl]oxybenzoate